C(CCCCCCC)N(C1=CC=CC=C1)C1=CC=CC=C1 monooctyl-diphenyl-amine